C(C)(C)(C)OC(=O)C1CCN(CC1)C1=C2C=CN(C2=CC=C1)[C@H]1C(NC(CC1)=O)=O 1-[1-[(3R)-2,6-dioxo-3-piperidinyl]indol-4-yl]piperidine-4-carboxylic acid tert-butyl ester